CC1=CC=C(C=C1)S(=O)(=O)OCCCCCOS(=O)(=O)C1=CC=C(C=C1)C pentane-1,5-diyl bis(4-methylbenzenesulfonate)